N1(N=NC=C1)CCC(=O)N1CC(=CCC1)C1=CC(=C2C=C(NC2=C1F)C(=O)OC)C1CN(CC1)C 2-(S)-methyl 6-(1-(3-(1H-1,2,3-triazol-1-yl)propanoyl)-1,2,5,6-tetrahydropyridin-3-yl)-7-fluoro-4-(1-methylpyrrolidin-3-yl)-1H-indole-2-carboxylate